C1(=CC(=CC(=C1)C(=O)O)C(=O)O)C1=CC(=CC(=C1)C(=O)O)C(=O)O 3,3',5,5'-biphenyl-tetracarboxylic acid